4-(((4-Nitronaphthalen-1-yl)oxy)methyl)pyridin-2-amine [N+](=O)([O-])C1=CC=C(C2=CC=CC=C12)OCC1=CC(=NC=C1)N